(R)-(6-Methoxy-1-methyl-1H-indol-2-yl)(3-methylpiperazin-1-yl)methanone COC1=CC=C2C=C(N(C2=C1)C)C(=O)N1C[C@H](NCC1)C